[1-(5-bromo-4-fluoro-2-pyridinyl)-3-methyl-azetidin-3-yl]-N-(cyclopropylmethyl)carbamic acid tert-butyl ester C(C)(C)(C)OC(N(CC1CC1)C1(CN(C1)C1=NC=C(C(=C1)F)Br)C)=O